2-((R)-1-(1-(3-(trifluoromethyl)-1,2,4-oxadiazol-5-yl)piperidin-4-yl)ethoxy)-6-(4-(methylsulfonyl)phenyl)imidazo[2,1-b][1,3,4]thiadiazole FC(C1=NOC(=N1)N1CCC(CC1)[C@@H](C)OC1=NN2C(S1)=NC(=C2)C2=CC=C(C=C2)S(=O)(=O)C)(F)F